methyl (2R)-4-[(E)-3-(4,4,5,5-tetramethyl-1,3,2-dioxaborolan-2-yl)allyl]piperazine-1,2-dicarboxylate CC1(OB(OC1(C)C)/C=C/CN1C[C@@H](N(CC1)C(=O)OC)C(=O)[O-])C